OC1=CC=C(C=C1)C(CC(=O)O)C#CC 3-(4-hydroxyphenyl)hex-4-ynoic acid